N[C@@H](C1=C(C=C(C(=C1)Cl)Cl)O)C1CCN(CC1)C(=O)C1CC(C1)O 2-[(R)-amino([1-[(1S,3S)-3-hydroxycyclobutanecarbonyl]piperidin-4-yl])methyl]-4,5-dichlorophenol